NC=1C(=C(C=CC1)CN1C(OC2=C(C=CC(=C2)O)C12CC2)=O)F 3-[(3-amino-2-fluorophenyl)methyl]-7-hydroxy-2H,3H-spiro[1,3-benzoxazine-4,1'-cyclopropan]-2-one